O=C1NC2(CN(C2)C(=O)N)CCO1 6-oxo-7-oxa-2,5-diazaspiro[3.5]nonane-2-carboxamide